(4-(4-fluoro-3-methoxybenzyl)-2-(2-isopropylphenyl)piperazin-1-yl)-7-azaspiro[3.5]Nonane FC1=C(C=C(CN2CC(N(CC2)C2CCC23CCNCC3)C3=C(C=CC=C3)C(C)C)C=C1)OC